(5-tert-butyl-4-hydroxy-3-methylphenyl)propionic acid C(C)(C)(C)C=1C(=C(C=C(C1)C(C(=O)O)C)C)O